ClC1=CC=C(C2=C1C=C(O2)C)C(=O)NC2=CC=CC(=N2)C2CCN(CC2)CO (4-(6-(4-chloro-2-methylbenzofuran-7-carboxamido)pyridin-2-yl)piperidin-1-yl)methanol